COC1=C(C(=CC(=C1)N1C=NC2=C1C=CC(=C2)C=2C=NN(C2)C)OC)C(=O)N2CCC(CC2)F [2,6-dimethoxy-4-[5-(1-methylpyrazol-4-yl)benzimidazol-1-yl]phenyl]-(4-fluoro-1-piperidyl)methanone